N[C@H](CC(=O)O)C(C)(C)C (R)-3-amino-4,4-dimethylvaleric acid